6-pyrimidinediformyl chloride N1=C(N=CC=C1C(=O)Cl)C(=O)Cl